BrC1=C(C(=CC=C1)Cl)N1C=2N(C3=C(C1=O)C=NC(=N3)NC3=CC(=C(C(=C3)C)N3CCC(CC3)N(C)C)F)CCN2 6-(2-Bromo-6-chlorophenyl)-2-((4-(4-(dimethylamino)piperidin-1-yl)-3-fluoro-5-methylphenyl)amino)-8,9-dihydroimidazo[1,2-a]pyrimido[5,4-e]pyrimidin-5(6H)-one